C(C)(C)(C)OC(=O)N1CCN(C2(CC2)C1)C=1C2=C(N(C(N1)=O)C=1C(=NC=CC1C)C(C)C)N=C(C(=C2)Cl)C2=C(C=CC=C2)F 4-(6-chloro-7-(2-fluorophenyl)-1-(2-isopropyl-4-methylpyridin-3-yl)-2-oxo-1,2-dihydropyrido[2,3-d]pyrimidin-4-yl)-4,7-diazaspiro[2.5]octane-7-carboxylic acid tert-butyl ester